BrC=1C=NN(C1)C1=CC(=CC(=C1)C)Cl 4-bromo-1-(3-chloro-5-methylphenyl)pyrazole